[NH4+].[Zn+2].[Cu+2] copper-zinc ammonium